3-[[4-(2,6-dimethylphenyl)-6-(2,3,4,5-tetrahydro-1H-3-benzazepin-5-yloxy)pyrimidin-2-yl]sulfamoyl]benzoic acid CC1=C(C(=CC=C1)C)C1=NC(=NC(=C1)OC1CNCCC2=C1C=CC=C2)NS(=O)(=O)C=2C=C(C(=O)O)C=CC2